ClC1=C(C=C(C=N1)OCC1(CC1)NC(OC(C)(C)C)=O)C(NC1CC1)=O tert-butyl N-[1-[[6-chloro-5-(cyclopropylcarbamoyl)-3-pyridyl]oxymethyl] cyclopropyl]carbamate